F[C@H]1C2=C([C@H]3CCCC(N3C1)=O)NC1=CC=C(C(=C12)F)F (7S,12bR)-7,8,9-trifluoro-1H,2H,3H,4H,6H,7H,12H,12bH-indolo[2,3-a]quinolizin-4-one